C1(=CC=CC=C1)C(=C(C(=O)O)C(=O)O)CC phenyl-butenedicarboxylic acid